FC=1C(=NC=C(C(N)=N)C1)C(F)(F)F 5-fluoro-6-(trifluoromethyl)nicotinimidamide